N,N-bis(2,4-dimethoxybenzyl)-5-(4,4,5,5-tetramethyl-1,3,2-dioxaborolan-2-yl)pyrimidin-2-amine COC1=C(CN(C2=NC=C(C=N2)B2OC(C(O2)(C)C)(C)C)CC2=C(C=C(C=C2)OC)OC)C=CC(=C1)OC